O=C([C@H](O)[C@@H](O)[C@H](O)[C@H](O)CO)OCCCCCCCC n-octyl gluconate